2,6-dimethoxybenzoyl-2,4,4-trimethyl-pentyl-phosphine oxide COC1=C(C(=O)P(CC(CC(C)(C)C)C)=O)C(=CC=C1)OC